Cl.FC=1C=C(C=CC1C)C1(CNCC1)C=1SC=CN1 2-(3-(3-fluoro-4-methylphenyl)pyrrolidin-3-yl)thiazole hydrochloride